((7-(((3S,6S,10aS)-3-((6S,7R)-7-cyano-6-phenyl-4-azaspiro[2.4]heptane-4-carbonyl)-5-oxodecahydropyrrolo[1,2-a]azocin-6-yl)carbamoyl)naphthalen-2-yl)fluoromethyl)phosphonic acid C(#N)[C@@H]1[C@H](CN(C12CC2)C(=O)[C@@H]2CC[C@H]1N2C([C@H](CCCC1)NC(=O)C1=CC=C2C=CC(=CC2=C1)C(F)P(O)(O)=O)=O)C1=CC=CC=C1